C1(CC1)CN(C(C1=C(C=C(C=C1)C#N)F)=O)C=1C(=C(C(=O)O)C=CC1)F 3-[N-(cyclopropylmethyl)-2-fluoro-4-cyanobenzamido]-2-fluorobenzoic acid